2-((2S,5R)-2-(3-chlorophenyl)-5-methyl-4-pivaloylpiperazin-1-yl)-2-oxo-N-(1-(tetrahydro-2H-pyran-2-yl)-1H-pyrazolo[4,3-c]pyridin-7-yl)acetamide ClC=1C=C(C=CC1)[C@@H]1N(C[C@H](N(C1)C(C(C)(C)C)=O)C)C(C(=O)NC=1C2=C(C=NC1)C=NN2C2OCCCC2)=O